C(C)C=1N=C(NC1)C1=CC=CC(=N1)N1CCN(CCC1)C1CCN(CC1)[C@H](C(F)(F)F)C 1-[6-(4-Ethyl-1H-imidazol-2-yl)pyridine-2-yl]-4-{1-[(2S)-1,1,1-trifluoropropan-2-yl]piperidin-4-yl}-1,4-diazepane